1,1'-di-(tert-butylperoxy)-3,3,5-trimethylcyclohexane C(C)(C)(C)OOC1CC(CC(C1)C)(COOC(C)(C)C)C